benzyl 7'-(4-chloro-2-(trifluoromethyl)phenyl)-2'-(2-ethoxypyridin-3-yl)-7',8'-dihydro-6'H-spiro[piperidine-4,5'-[1,7]naphthyridine]-1-carboxylate ClC1=CC(=C(C=C1)N1CC2(C=3C=CC(=NC3C1)C=1C(=NC=CC1)OCC)CCN(CC2)C(=O)OCC2=CC=CC=C2)C(F)(F)F